2,4-diphenyloxazoline C1(=CC=CC=C1)C=1OCC(N1)C1=CC=CC=C1